ClC1=NC(=C2N=CN(C2=N1)CC#C)Cl 2,6-dichloro-9-(prop-2-yn-1-yl)-9H-purine